(R)-4-(1-(3-chloro-4-(1-ethyl-4-(trifluoromethyl)-1H-imidazol-2-yl)phenyl)ethyl)-2-(4-cyclopropyl-6-methoxypyrimidin-5-yl)-6,7-dihydro-[1,2,4]triazolo[1,5-a]pyrimidin ClC=1C=C(C=CC1C=1N(C=C(N1)C(F)(F)F)CC)[C@@H](C)N1C=2N(CCC1)N=C(N2)C=2C(=NC=NC2OC)C2CC2